ClC1=NC=C2N(C(N(C2=N1)CC1=CC(=C(C(=C1)F)N1N=C(C=C1OC)C(F)(F)F)F)=N)CC(F)(F)F 2-chloro-9-[[3,5-difluoro-4-[5-methoxy-3-(trifluoromethyl)pyrazol-1-yl]phenyl]methyl]-7-(2,2,2-trifluoroethyl)purin-8-imine